C1(CCCC1)[Si](C)(C)OC cyclopentyl-methoxydimethyl-silane